COC1=CC(=C(C=C1)C1=CC(SS1)=S)C 5-(4-methoxy-2-methylphenyl)-3H-1,2-dithiole-3-thione